CN(C(=O)ON=C1CC=C2C=CC3=CC=CC=C3C2=C1)C phenanthren-3(2H)-one O-dimethylcarbamoyloxime